CN(C(=O)C1=CC=C2C(=CN(C2=C1)C(C(=O)NC1=C(C=CC(=C1)N1CCNCC1)C)C)C)C N,N,3-trimethyl-1-[1-methyl-2-(2-methyl-5-piperazin-1-yl-anilino)-2-oxo-ethyl]indole-6-carboxamide